C(C)(C)(C)OC(=O)N[C@H]1CC(C[C@H]1O)C(=O)OCC ethyl (3S,4R)-3-((tert-butoxycarbonyl)amino)-4-hydroxycyclopentane-1-carboxylate